ClCC1=C(C=CC2=CC=CC=C12)OCC1=CC=C(C=C1)C(F)F (chloromethyl)-2-((4-(difluoromethyl)benzyl)oxy)naphthalene